4,4'-difluoro-benzophenon FC1=CC=C(C(=O)C2=CC=C(C=C2)F)C=C1